(R)-3-(4-amino-6-(pyrrolidin-1-yl)pyrido[3,4-d]pyrimidin-8-yl)-2,4-dimethylphenol NC=1C2=C(N=CN1)C(=NC(=C2)N2CCCC2)C=2C(=C(C=CC2C)O)C